3-(3-(3-carboxyphenoxy)azetidin-1-yl)-2-(1H-pyrrol-1-yl)benzoic acid C(=O)(O)C=1C=C(OC2CN(C2)C=2C(=C(C(=O)O)C=CC2)N2C=CC=C2)C=CC1